C(C1=CC=CC=C1)N1C(CN(CC1)C(=O)OC(C)(C)C)C=O tert-butyl 4-benzyl-3-formylpiperazine-1-carboxylate